N[C@@H](CCC(=O)O)C(=O)NC1=CC(=C(C=C1)[N+](=O)[O-])C(=O)O L-glutamyl-3-carboxy-4-nitroaniline